2-chloro-5,6-dihydropyrido[3,4-d]pyrimidine-7(8H)-carboxylic acid tert-butyl ester C(C)(C)(C)OC(=O)N1CC=2N=C(N=CC2CC1)Cl